ClC=1C(=NC(=NC1)NC=1C=NN(C1)C)N1C[C@@]2([C@](C1)(CN(C2)C(C)O)C)C ((3aR,6aS)-5-(5-chloro-2-((1-methyl-1H-pyrazol-4-yl)amino)pyrimidin-4-yl)-3a,6a-dimethylhexahydropyrrolo[3,4-c]pyrrol-2(1H)-yl)ethan-1-ol